Tetramethyl-hexanediamine CC(C(C(N)(N)C)(C)C)CCC